cyclopentazane N1NNNN1